butylidene azelate C1(CCCCCCCC(=O)OC(CCC)O1)=O